2-(4-(methoxymethyl)-6-(thiazol-2-ylmethoxy)-9H-pyrido[3,4-b]indol-3-yl)-1,3,4-oxadiazole COCC1=C(N=CC=2NC3=CC=C(C=C3C21)OCC=2SC=CN2)C=2OC=NN2